C(C)(C)(C)C=1C=C(N(N1)C1=CC=C(C=C1)C)NC(=O)NC1=CC=C(C2=CC=CC=C12)CCCC1CCOCC1 1-[5-tert-butyl-2-p-tolyl-2H-pyrazol-3-yl]-3-[4-(3-(tetrahydropyran-4-yl)propan-1-yl)naphthalen-1-yl]-urea